4-(tert-butoxycarbonylamino)-imidazo[1,5-a]quinoxaline-8-carboxylic acid C(C)(C)(C)OC(=O)NC=1C=2N(C3=CC(=CC=C3N1)C(=O)O)C=NC2